tert-butyl 3-(6-amino-4-oxo-quinazolin-3-yl)-1-oxa-8-azaspiro[4.5]decane-8-carboxylate NC=1C=C2C(N(C=NC2=CC1)C1COC2(C1)CCN(CC2)C(=O)OC(C)(C)C)=O